C(C)(C)OC(=O)CCCCCCCCCOC=1C2=CC=CC=C2C(=C2C=CC=CC12)OCCCCCCCCCC(=O)OC(C)C 9,10-bis(isopropoxycarbonylnonyloxy)anthracene